6-chloro-5-cyclopropylpyridazin-3-amine ClC1=C(C=C(N=N1)N)C1CC1